2-(2,6-dioxopiperidin-3-yl)-5-((3-(trans-3-(4-(6-(methylamino)pyridin-2-yl)-1H-pyrazol-1-yl)cyclobutyl)propyl)amino)isoindoline-1,3-dione O=C1NC(CCC1N1C(C2=CC=C(C=C2C1=O)NCCC[C@@H]1C[C@H](C1)N1N=CC(=C1)C1=NC(=CC=C1)NC)=O)=O